Methyltetrahydrophthalate COC(C1C(C(=O)[O-])CCC=C1)=O